C1(=CC=CC=C1)C1(OC=2C(=NC(=C(C2)C(=O)OCC)C(=O)OCC)O1)C1=CC=CC=C1 diethyl 2,2-diphenyl-2H-[1,3]dioxolo[4,5-b]pyridine-5,6-dicarboxylate